NC[C@H]1C=2C=CC(=CC2CCC1)N(C)C1=C(C=CC=C1)OC (5R)-5-(aminomethyl)-N-(2-methoxyphenyl)-N-methyl-5,6,7,8-tetrahydronaphthalen-2-amine